((benzylamino)methyl)-4-(5-(trifluoromethyl)-1,2,4-oxadiazol-3-yl)benzamide C(C1=CC=CC=C1)NCC1=C(C(=O)N)C=CC(=C1)C1=NOC(=N1)C(F)(F)F